chromium-vanadium iron [Fe].[V].[Cr]